CN1N=CC2=CC(=CC=C12)OC=1C=C2CCC(NC2=CC1)=O 6-((1-methyl-1H-indazol-5-yl)oxy)-3,4-dihydroquinolin-2(1H)-one